NC(C(=O)NCC=1C=C2CN(C(C2=CC1)=O)C1C(NC(CC1)=O)=O)CC1=CNC2=CC=CC=C12 2-amino-N-((2-(2,6-dioxopiperidin-3-yl)-1-oxoisoindolin-5-yl)methyl)-3-(1H-indol-3-yl)propionamide